1-[8-(triethoxysilyl)octyl]-1H-tetrazole C(C)O[Si](CCCCCCCCN1N=NN=C1)(OCC)OCC